Cl.N[C@H]1CN(CCCC1)C1=NN(C(C2=CC=CC=C12)=O)C1=C(C=C(C=C1)Cl)F (R)-4-(3-Aminoazepan-1-yl)-2-(4-chloro-2-fluorophenyl)phthalazin-1(2H)-one-hydrochloride